2-((9R,10as)-8-chloro-7-fluoro-10a-phenyl-1,2,3,4,10,10a-hexahydropyrazino[1,2-a]indol-9-yl)-3-fluoro-4-(methylamino)benzamide (E)-ethyl-3-(3-methylpyridin-4-yl)acrylate C(C)OC(\C=C\C1=C(C=NC=C1)C)=O.ClC1=C(C=2C[C@]3(N(C2C=C1F)CCNC3)C3=CC=CC=C3)C3=C(C(=O)N)C=CC(=C3F)NC